6,7-dihydro-pyrrolo[1,2-a]imidazole N1=C2N(C=C1)CCC2